Cl.N[C@H](C(=O)OCC1=CC(=NC(=C1)Cl)Cl)CCC(C)C (2,6-Dichloropyridin-4-yl)methyl (S)-2-amino-5-methylhexanoate hydrochloride